tert-butyl N-[(1S)-4-(7-bromo-6-fluoro-2,4-dioxo-1H-quinazolin-3-yl)-1-methyl-butyl]carbamate BrC1=C(C=C2C(N(C(NC2=C1)=O)CCC[C@H](C)NC(OC(C)(C)C)=O)=O)F